8-bromo-6-fluoro-5-nitro-3-pyridin-3-yl-3,4-dihydro-2H-1,4-benzoxazin-3-ol BrC1=CC(=C(C=2NC(COC21)(O)C=2C=NC=CC2)[N+](=O)[O-])F